CC1=C2C(=NC(=C1C(=O)NC=1C=C3C(=CC(NC3=C(C1)OC)=O)C)C1=CCCC1)COC2 methyl-2-(cyclopenten-1-yl)-N-(8-methoxy-4-methyl-2-oxo-1H-quinolin-6-yl)-5,7-dihydrofuro[3,4-b]pyridine-3-carboxamide